(S)-4-amino-7-fluoro-N,1-dimethyl-N-(6-((1-methyl-1H-pyrazol-4-yl)ethynyl)-2,3-dihydrobenzofuran-3-yl)-1H-pyrazolo[4,3-c]quinoline-8-carboxamide NC1=NC=2C=C(C(=CC2C2=C1C=NN2C)C(=O)N([C@@H]2COC1=C2C=CC(=C1)C#CC=1C=NN(C1)C)C)F